2,2'-(ethane-1,2-diylbis(sulfanediyl))-bis(ethan-1-ol) C(CSCCO)SCCO